(S)-N-(5-(2-(Cyclopropylmethyl)-7-morpholino-2H-indazol-5-yl)-2-fluoro-4-methylphenyl)-3-(2,2,2-trifluoroethyl)pyrrolidine-1-carboxamide C1(CC1)CN1N=C2C(=CC(=CC2=C1)C=1C(=CC(=C(C1)NC(=O)N1C[C@@H](CC1)CC(F)(F)F)F)C)N1CCOCC1